2-hydroxy-5-(5-((2-oxocyclopentylidene)methyl)furan-2-yl)benzoic acid OC1=C(C(=O)O)C=C(C=C1)C=1OC(=CC1)C=C1C(CCC1)=O